[N].[N].C[Si](O)(OC(C)(C)CC)OC(C)(C)CC methylbis(tert-pentoxy)silanol nitrogen compound with nitrogen